6-(2-(3-Chloro-2-fluorophenyl)-5,6-dihydro-4H-pyrrolo[1,2-b]pyrazol-3-yl)imidazo[1,2-a]pyridine ClC=1C(=C(C=CC1)C=1C(=C2N(N1)CCC2)C=2C=CC=1N(C2)C=CN1)F